ClC=1C=C2C=NN(C2=C(C1)C(=O)NC1CC2(CCC2)C1)CC=1C=NC(=NC1)C1=CC=CC=C1 6-(5-chloro-1-((2-phenylpyrimidin-5-yl)methyl)-1H-indazole-7-carboxamido)spiro[3.3]heptane